sulfosalicylic acid (sulfosalicylate) S(=O)(=O)(O)OC=1C(C(=O)O)=CC=CC1.OC(=O)C=1C(O)=CC=C(S(=O)(=O)O)C1